2-cyclopropyl-9-(4-(difluoromethoxy)phenyl)-7-(2'-methyl-1',2'-dihydro-4'H-spiro[cyclopropane-1,3'-pyrazino[1,2-b]indazol]-9'-yl)-8H-pyrido[1,2-a]pyrimidin-8-one C1(CC1)C1=NC=2N(C=C1)C=C(C(C2C2=CC=C(C=C2)OC(F)F)=O)C2=CC1=C3N(N=C1C=C2)CC2(N(C3)C)CC2